5-chloro-3-[4-chloro-6-[(3S,5R)-3,5-dimethylpiperazin-1-yl]-2-pyridyl]pyrazolo[1,5-a]pyridine ClC1=CC=2N(C=C1)N=CC2C2=NC(=CC(=C2)Cl)N2C[C@@H](N[C@@H](C2)C)C